CC1=NOC(=C1C=1C=C(CN2CCC(CC2)C2=NN=C(O2)CNC(OC(C)(C)C)=O)C=C(C1)O)C tert-Butyl ((5-(1-(3-(3,5-dimethylisoxazol-4-yl)-5-hydroxybenzyl)piperidin-4-yl)-1,3,4-oxadiazol-2-yl)methyl)carbamate